N-[2-(4-methoxyphenyl)ethyl]-1-(propan-2-yl)-1,2,3,4-tetrahydroisoquinoline-2-carbothioamide COC1=CC=C(C=C1)CCNC(=S)N1C(C2=CC=CC=C2CC1)C(C)C